C1(CC1)COC1=C(OC2C3CN(CC2CC3)C=3N=NC(=CC3)C(F)(F)F)C=CC(=C1)C(F)(F)F (8-trans)-8-(2-cyclopropylmethoxy-4-trifluoromethyl-phenoxy)-3-(6-trifluoromethyl-pyridazin-3-yl)-3-aza-bicyclo[3.2.1]octane